BIS-succinimidyl suberate C(CCCCCCC(=O)ON1C(CCC1=O)=O)(=O)ON1C(CCC1=O)=O